CN(C)CCN(C)CCN(C)C 1,4,7,7-pentamethyldiethylenetriamine